3-(naphthalene-2-yloxy)propyl-(methyl)acrylic acid C1=C(C=CC2=CC=CC=C12)OCCCC=C(C(=O)O)C